2-(methylthio)-6-(4,4,5,5-tetramethyl-1,3,2-dioxaborolan-2-yl)quinazoline CSC1=NC2=CC=C(C=C2C=N1)B1OC(C(O1)(C)C)(C)C